ClC=1N=CC2=C(N1)CCCN2C2=C1C=C(C(N(C1=CC(=N2)N2CC[Si](CC2)(C)C)C)=O)C 5-(2-chloro-7,8-dihydropyrido[3,2-d]pyrimidin-5(6H)-yl)-7-(4,4-dimethyl-1,4-azasilinan-1-yl)-1,3-dimethyl-1,6-naphthyridin-2(1H)-one